3-(4-amino-6-methoxy-1-oxoisoindolin-2-yl)piperidine-2,6-dione NC1=C2CN(C(C2=CC(=C1)OC)=O)C1C(NC(CC1)=O)=O